(S)-N-((S)-1-cyclohexyl-2-(4-(6-fluoro-pyrazolo[1,5-a]-pyridine-5-carbonyl)-piperazin-1-yl)-2-oxoethyl)-2-(meth-ylamino)propanamide C1(CCCCC1)[C@@H](C(=O)N1CCN(CC1)C(=O)C1=CC=2N(C=C1F)N=CC2)NC([C@H](C)NC)=O